BrC1=C(C=CC=2N1N=CC2C(=O)OC)F methyl 7-bromo-6-fluoropyrazolo[1,5-a]pyridine-3-carboxylate